{S}-2-{(tert-butoxycarbonyl)amino}-2-(4,4-difluorocyclohexyl)acetic acid C(C)(C)(C)OC(=O)N[C@H](C(=O)O)C1CCC(CC1)(F)F